BrC1=CC(=NC=C1)NC(CCCCl)=O N-(4-bromopyridin-2-yl)-4-chlorobutyramide